silyloxy-5-aza-2'-deoxycytidine [SiH3]O[C@@]1(C[C@H](O)[C@@H](CO)O1)N1C(=O)N=C(N)N=C1